CC1=C(C=CC=C1C)N1CCNCC1 1-(2,3-Dimethylphenyl)piperazine